Cl.NS(=O)(=O)NC1CCN(CC1)C1=C(C=C(C=C1)F)NC(=O)C=1N=CC=2N(C1)C=CN2 N-(2-{4-[(aminosulfonyl)amino]hexahydropyridin-1-yl}-5-fluorophenyl)imidazo[1,2-a]pyrazine-6-carboxamide hydrochloride